O.O.O.O.[Co] cobalt, tetrahydrate